7-chloro-3-vinyl-2-iodopyrazolo[1,5-a]pyridine ClC1=CC=CC=2N1N=C(C2C=C)I